2-((4-chloro-3-fluorobenzyl)amino)ethanol ClC1=C(C=C(CNCCO)C=C1)F